(R)-8-(7-methoxyquinolin-4-yl)-2-(S-methylsulfonimidoyl)-2,8-diazaspiro[4.5]decane COC1=CC=C2C(=CC=NC2=C1)N1CCC2(CCN(C2)[S@](=O)(=N)C)CC1